N[C@H](C(=O)NC1=NC=CC(=C1)C(COC)NC(CCC(F)(F)F)=O)C1CCC(CC1)C N-(1-(2-((S)-2-amino-2-((1r,4S)-4-methylcyclohexyl)acetamido)-pyridin-4-yl)-2-methoxyethyl)-4,4,4-trifluorobutanamide